COC=1C=C(N=NC1)C#N 5-methoxypyridazine-3-carbonitrile